3-((3-chloro-4-hydroxyphenyl)amino)-4-(2-nitrophenyl)-1H-pyrrole-2,5-dione ClC=1C=C(C=CC1O)NC=1C(NC(C1C1=C(C=CC=C1)[N+](=O)[O-])=O)=O